ClC=1C(=C(C=CC1)N(C1=NC=NC2=CC(=C(C=C12)N(C1CCN(CC1)C(=O)OCC1=CC=CC=C1)C)OC)CC1=CC(=C(C=C1)OC)OC)F benzyl 4-((4-((3-chloro-2-fluoro-phenyl)(3,4-dimethoxybenzyl)amino)-7-methoxyquinazolin-6-yl)(methyl)amino)piperidine-1-carboxylate